16,19-Dihydroxytriacontanoic acid OC(CCCCCCCCCCCCCCC(=O)O)CCC(CCCCCCCCCCC)O